OC[C@@H]1CC[C@H](CC1)C(=O)OC(C)(C)C trans-tert-butyl 4-(hydroxymethyl)cyclohexane-1-carboxylate